methyl 3-(2-((tert-butoxycarbonyl)amino)ethoxy)benzoate C(C)(C)(C)OC(=O)NCCOC=1C=C(C(=O)OC)C=CC1